piperazine indium chloride [Cl-].[In+3].N1CCNCC1.[Cl-].[Cl-]